2-oxindole-6-carboxylic acid N1C(CC2=CC=C(C=C12)C(=O)O)=O